2-[5-chloro-3-(ethylsulfonyl)-2-pyridinyl]-3-methyl-6-(trifluoromethyl)imidazo[4,5-c]pyridine ClC=1C=C(C(=NC1)C1=NC2=C(C=NC(=C2)C(F)(F)F)N1C)S(=O)(=O)CC